CC(=CC=O)CCC=C(C)C (+-)-3,7-dimethyl-2,6-octadienal